O1CCC12CN(C2)S(=O)(=O)N2C[C@H](CCC2)C(=O)N2[C@H](CCC2)C(=O)NCC2=CC=C(C=C2)C(F)(F)F (R)-1-((S)-1-(1-oxa-6-azaspiro[3.3]heptan-6-ylsulfonyl)piperidine-3-carbonyl)-N-(4-(trifluoromethyl)benzyl)pyrrolidine-2-carboxamide